penta-zinc N,N-dimethylformamide CN(C=O)C.[Zn].[Zn].[Zn].[Zn].[Zn]